((2-chloro-4-nitrophenyl)ethynyl)trimethylsilane ClC1=C(C=CC(=C1)[N+](=O)[O-])C#C[Si](C)(C)C